[O-2].[Zn+2].[Ni+2].[O-2] nickel-zinc oxide